2,5-dimethyl-phenylsulfide CC1=C(C=C(C=C1)C)SC1=C(C=CC(=C1)C)C